6-(pyrimidin-2-yl)benzo[d]isoxazol-3-amine N1=C(N=CC=C1)C1=CC2=C(C(=NO2)N)C=C1